tert-butyl (1-(bicyclo[2.1.1]hexan-1-ylamino)-1-oxohexan-2-yl)carbamate C12(CCC(C1)C2)NC(C(CCCC)NC(OC(C)(C)C)=O)=O